1-(3,5-bis(2-(methylsulfonyl)pyrimidin-4-yl)phenyl)-1-oxo-5,8,11-trioxa-2-azatridecane CS(=O)(=O)C1=NC=CC(=N1)C=1C=C(C=C(C1)C1=NC(=NC=C1)S(=O)(=O)C)C(NCCOCCOCCOCC)=O